C(C)(=O)O.CCCCCCC\C=C\CCC (E)-8-dodecene acetate